C(=O)C1CCC(CC1)N1N=C2C=C(C(=CC2=C1)NC(=O)C1=NC(=CC=C1)C(F)(F)F)C(C)(OCC(=O)OCC)C Ethyl 2-[1-[2-(4-formylcyclohexyl)-5-[[6-(trifluoromethyl)pyridine-2-carbonyl]amino] indazol-6-yl]-1-methyl-ethoxy]acetate